FC=1C=C(C(=NC1)N1N=NC(=C1)C)C1CCN(CC1)[C@H]1CC2(CN(C2)C(=O)OCC)CC1 ethyl (6R)-6-[4-[5-fluoro-2-(4-methyltriazol-1-yl)-3-pyridyl]-1-piperidyl]-2-azaspiro[3.4]octane-2-carboxylate